C1(=CC=CC=C1)NC1=CC=C(C2=CC=C(NC3=CC=CC=C3)C=C2)C=C1 Bis-(phenyl)-benzidine